N1=CC(=CC=C1)NC(NC1=CC=C(OC2CN(C2)C=2C=CC=C(C2C2=CC=CC=C2)C(=O)O)C=C1)=O 6-(3-(4-(3-(pyridin-3-yl)ureido)phenoxy)azetidin-1-yl)-[1,1'-biphenyl]-2-carboxylic acid